O1COC2=C1C=CC=C2CNCC2=CC(=NC=C2)N2CCC(CC2)(C)C N-(1,3-benzodioxol-4-ylmethyl)-1-[2-(4,4-dimethyl-1-piperidyl)-4-pyridyl]methanamine